C(C)(C)C1=NN=C(O1)C1=CC(=NC=C1)NC(OC(C)(C)C)=O tert-Butyl (4-(5-isopropyl-1,3,4-oxadiazol-2-yl)pyridin-2-yl)carbamate